N-(5-((6-((S)-3-(3-chloro-2-methylbenzyl)isoxazolidine-2-yl)pyrimidine-4-yl)amino)-2-(4-((S)-4-cyclopropyl-3-methylpiperazine-1-yl)piperidine-1-yl)-4-methoxyphenyl)acrylamide ClC=1C(=C(C[C@@H]2N(OCC2)C2=CC(=NC=N2)NC=2C(=CC(=C(C2)NC(C=C)=O)N2CCC(CC2)N2C[C@@H](N(CC2)C2CC2)C)OC)C=CC1)C